FC(S(=O)(=O)[NH-])(F)F.FC(S(=O)(=O)[NH-])(F)F.C(C)[N+]1(CCCC1)C.C(C)[N+]1(CCCC1)C ethylmethylpyrrolidinium-bistrifluoromethanesulfonamide salt